C(CCCCCCCCCCC)C(C(=O)O)(CSCCC(=O)O)CCCCCCCCCCCC.S(CCC(=O)O)CCC(=O)O.C=1(C(=CC=C2C3=CC=CC=C3NC12)C=O)C=O carbazoledialdehyde 3,3'-thiodipropionate (dilauryl-3,3'-thiodipropionate)